FC(C(=O)N1[C@H]2CC(C[C@@H]1CCC2)NS(=O)(=O)C)(F)C=2C=C(C(=O)NC1=CC(=C(C=C1)F)C)C=CC2F 3-(1,1-difluoro-2-((1R,3s,5S)-3-(methylsulfonamido)-9-azabicyclo[3.3.1]nonan-9-yl)-2-oxoethyl)-4-fluoro-N-(4-fluoro-3-methylphenyl)benzamide